C1(CC1)NC(C1=C(C=C(C(=C1)C=1C=NC(=C(C1)C=1C=NN(C1)CCOC)N[C@H](CO)C)C)F)=O (S)-N-cyclopropyl-2-fluoro-5-(6-((1-hydroxypropan-2-yl)amino)-5-(1-(2-methoxyethyl)-1H-pyrazol-4-yl)pyridin-3-yl)-4-methylbenzamide